O[C@@H]1[C@@H](SC2=C(N=C1)C=CC=C2)C2=CC=C(C=C2)OC (2S-cis)-(+)-2,3-dihydro-3-hydroxy-2-(4-methoxyphenyl)-1,5-benzothiazepin